1-((7-bromo-2-(2,6-dioxopiperidin-3-yl)-1-oxoisoindoline-5-yl)methyl)piperidine BrC=1C=C(C=C2CN(C(C12)=O)C1C(NC(CC1)=O)=O)CN1CCCCC1